5-[4-(6-cyclobutoxy-pyridin-2-yl)-2-fluoro-phenyl]-pentanoic acid C1(CCC1)OC1=CC=CC(=N1)C1=CC(=C(C=C1)CCCCC(=O)O)F